6-methyl-4-{5-(methylsulfonyl)-2-[2-(morpholin-4-yl)ethoxy]phenyl}-1,6-dihydro-7H-pyrrolo[2,3-c]pyridin-7-one CN1C(C2=C(C(=C1)C1=C(C=CC(=C1)S(=O)(=O)C)OCCN1CCOCC1)C=CN2)=O